FC=1C=C(C=C(C1)F)NC(=S)C=1C(NCCC1NCC1=C(C=NC=C1)OCCOC)=O N-(3,5-difluorophenyl)-4-({[3-(2-methoxyethoxy)pyridin-4-yl]methyl}amino)-2-oxo-1,2,5,6-tetrahydropyridine-3-carbothioamide